2-(8-chloro-9-(methylthio)-2-(oxetan-3-ylidenemethyl)-5-oxobenzo[b][1,8]naphthyridin-10(5H)-yl)acetic acid ClC=1C=CC2=C(N(C=3N=C(C=CC3C2=O)C=C2COC2)CC(=O)O)C1SC